C(C)N1CCN(CC1)C1=CC=CC=2OCC(OC21)C 5-(4-ethylpiperazin-1-yl)-3-methyl-2,3-dihydro-1,4-benzodioxine